Ethyl 2-fluoro-4-(2-fluoro-6-(methoxymethoxy)-8-(4,4,5,5-tetramethyl-1,3,2-dioxaborolan-2-yl)naphthalen-1-yl)butanoate FC(C(=O)OCC)CCC1=C(C=CC2=CC(=CC(=C12)B1OC(C(O1)(C)C)(C)C)OCOC)F